O.O.O.Cl.C(C)(C)NCCNC(=O)C=1N=C(SC1)NC(C1=C(C=C(C(=C1)OC)OC)O)=O N-[2-(isopropylamino)ethyl]-2-(2-hydroxy-4,5-dimethoxybenzamido)thiazole-4-carboxamide hydrochloride trihydrate